(S)-N-((2-(6-(6,9-dioxa-2-azaspiro[4.5]decan-2-yl)pyridin-2-yl)-1,6-naphthyridin-7-yl)methyl)-4-methyl-3-(methylsulfonyl)benzamide C1N(CC[C@]12OCCOC2)C2=CC=CC(=N2)C2=NC1=CC(=NC=C1C=C2)CNC(C2=CC(=C(C=C2)C)S(=O)(=O)C)=O